FC=1C(=C(C(=CC1)C(C)C)CC(=O)NS(=O)(=O)C=1SC=C(C1)C(C)(C)O)C(C)C 2-(3-fluoro-2,6-diisopropylphenyl)-N-(4-(2-hydroxypropan-2-yl)thiophen-2-ylsulfonyl)acetamide